C1(CC1)N1N=CC(=C1)[C@@H]1OCC[C@@H](C1)C=1N=C(C=2N=C(N(C(C2N1)=O)C)C)C1=C(C=C(C=C1)C(F)(F)F)F 6-[(2R,4S)-2-(1-cyclopropylpyrazol-4-yl)tetrahydropyran-4-yl]-8-[2-fluoro-4-(trifluoromethyl)phenyl]-2,3-dimethyl-pyrimido[5,4-d]pyrimidin-4-one